FC=1C=C(C=CC1)C#CC(=O)C1=CC=CC=C1 3-(3-fluorophenyl)-1-phenylprop-2-yn-1-one